anisaldehyd diethyl acetal C(C)OC(C1=CC=C(C=C1)OC)OCC